C(=O)(OCC1C2=CC=CC=C2C2=CC=CC=C12)N(C(O)=O)CC1=CC=CC=C1.C1=CC=CC=2C3=CC=CC=C3C(C12)CNC(O)=O.C(CCCP(O)(=O)O)P(O)(=O)O 1,4-butanediphosphonic acid 9-fluorenylmethyl-carbamate (Fmoc)benzyl-carbamate